OCC(CO)N1C[C@H](CCC1)N1N=CC(=C1C)C=1C=C(C=2N(C1)N=CC2C#N)O[C@H](C)C2=NC=C(C=C2)F 6-(1-((S)-1-(1,3-dihydroxypropan-2-yl)piperidin-3-yl)-5-methyl-1H-pyrazol-4-yl)-4-((R)-1-(5-fluoropyridin-2-yl)ethoxy)pyrazolo[1,5-a]pyridine-3-carbonitrile